C(C)(=O)OC1CC2(OCC(C=3N(C=4C=CC=C(C4C32)OCC3=CC=CC=C3)C3=CC(=C(C=C3)F)F)(C)C)C1 (1s,3s)-9'-(benzyloxy)-5'-(3,4-difluorophenyl)-4',4'-dimethyl-4',5'-dihydro-3'H-spiro[cyclobutane-1,1'-pyrano[4,3-b]indol]-3-yl acetate